N1(N=CC=C1)CC1=C(C=C(C(=O)NS(=O)(=N)C2=C(C=CC=C2OC)OC2CCC2)C=C1)OC 4-((1H-pyrazol-1-yl)methyl)-N-(2-cyclobutoxy-6-methoxyphenylsulfonimidoyl)-3-methoxybenzamide